N1=C(C=CC2=CC=CC=C12)CC=O 2-(QUINOLIN-2-YL)ACETALDEHYDE